(S)-N-(1-(5-(2-Hydroxychinolin-3-yl)-1H-imidazol-2-yl)-7-oxononyl)-2-(2-methyl-2-azaspiro[3.3]heptan-6-yl)acetamid OC1=NC2=CC=CC=C2C=C1C1=CN=C(N1)[C@H](CCCCCC(CC)=O)NC(CC1CC2(CN(C2)C)C1)=O